C(=O)(O)CC(COC(C(=C)C)=O)[NH+](C)C carboxymethyl-N,N-dimethyl-2-(methacryloyloxy)ethanaminium